ClCCCC(=O)NC1=C(C2=CC=CC=C2C=C1)O 4-chloro-N-(1-hydroxy-2-naphthyl)butanamide